N-[2-(2,4-difluorophenyl)cyclobutyl]-2-[(2,6-difluoro-4-pyridyl)amino]-5-methyl-thiazole-4-carboxamide FC1=C(C=CC(=C1)F)C1C(CC1)NC(=O)C=1N=C(SC1C)NC1=CC(=NC(=C1)F)F